CN1N=CC=2C=3N=CC=C(NC4=NC=C5C(=NN([C@H](CCOC12)C)C5=C4)C4=CC(=CC=C4)OCCN4CCOCC4)N3 (16S)-11,16-dimethyl-19-[3-(2-morpholinoethoxy)phenyl]-13-oxa-2,6,10,11,17,18,22,25-octazapentacyclo[15.5.2.13,7.08,12.020,24]pentacosa-1(22),3,5,7(25),8(12),9,18,20,23-nonaene